C(#N)C1=CC=C(C=C1)[C@@H]1CCCC=2N1C=NC2 (S)-(+)-5-(p-cyanophenyl)-5,6,7,8-tetrahydroimidazo[1,5-a]pyridine